BrCC=CC(=O)Cl 4-bromobut-2-enoyl chloride